(2S,6S)-N-[(1R)-1-cyano-2-[5-(3-methyl-2-oxo-1,3-benzoxazol-5-yl)thieno[3,2-b]thiophen-2-yl]ethyl]-6-methoxy-1,4-oxazocane-2-carboxamide C(#N)[C@@H](CC1=CC2=C(S1)C=C(S2)C=2C=CC1=C(N(C(O1)=O)C)C2)NC(=O)[C@H]2OCC[C@@H](CNC2)OC